O1C(=NC2=C1C=CC=C2)C2=CC=C(C=C2)N2NC(=CC2C2=C(C=CC=C2CCCC)CCCC)C=CC2=C(C=CC=C2CCCC)CCCC 1-(4-(benzooxazol-2-yl)phenyl)-3-(2,6-di-n-butyl-styryl)-5-(2,6-di-n-butyl-phenyl)-pyrazoline